C(#N)C1=CC=C2C(=NN(C2=C1)C)C(=O)NC1=CNC2=CC=CC=C12 6-cyano-N-(1H-indol-3-yl)-1-methylindazole-3-carboxamide